C(#N)C1=CC=C(C2=C1NC=N2)C(=O)O 7-cyano-1H-benzo[d]imidazole-4-carboxylic acid